methyl 2-(4-amino-1-tert-butyl-pyrazolo[3,4-d]pyrimidin-3-yl)-3H-benzimidazole-5-carboxylate NC1=C2C(=NC=N1)N(N=C2C=2NC1=C(N2)C=CC(=C1)C(=O)OC)C(C)(C)C